1-(4-bromo-3-(methoxymethoxy)phenyl)-1H-1,2,3-triazole BrC1=C(C=C(C=C1)N1N=NC=C1)OCOC